P(=O)(OCCOC(C(=C)C)=O)(OCCOC(C(=C)C)=O)[O-] bis(2-(methacryloyloxy) ethyl) phosphate